NCC(=O)NCC1=C(C(=CC=C1)Cl)F 2-amino-N-(3-chloro-2-fluorobenzyl)acetamide